4-(3-(3-Chloro-4-(2-(piperazin-1-yl)ethoxy)phenyl)-4,4-dimethyl-5-oxo-2-thioxoimidazolidin-1-yl)-2-(trifluoromethyl)benzonitrile hydrochloride Cl.ClC=1C=C(C=CC1OCCN1CCNCC1)N1C(N(C(C1(C)C)=O)C1=CC(=C(C#N)C=C1)C(F)(F)F)=S